C(C1=CC=CC=C1)N1N=C(N=C1)C(=O)NC1C(N(C=2N(CC1)N=C(C2)CN2C(=NC=C2)C)C)=O 1-Benzyl-N-[4-methyl-2-[(2-methylimidazol-1-yl)methyl]-5-oxo-7,8-dihydro-6H-pyrazolo[1,5-a][1,3]diazepin-6-yl]-1,2,4-triazol-3-carboxamid